COCCOC1=NC=C(C=N1)[N+](=O)[O-] 2-(2-methoxyethoxy)-5-nitropyrimidine